4-Cyano-N-(8,9-difluoro-6-oxo-1,2,3,4,5,6-hexahydrobenzo[c][1,7]naphthyridin-1-yl)-6-fluoro-N-methyl-1H-indole-2-carboxamide C(#N)C1=C2C=C(NC2=CC(=C1)F)C(=O)N(C)C1C=2C3=C(C(NC2CNC1)=O)C=C(C(=C3)F)F